tert-butyl (3-oxocyclobutyl)carbamate O=C1CC(C1)NC(OC(C)(C)C)=O